6-bromo-7-[[(3R,5R)-5-[4-(5-hydroxypentoxy)phenyl]-1-methyl-3-piperidyl]amino]thiazolo[3,2-a]pyrimidin-5-one BrC1=C(N=C2N(C1=O)C=CS2)N[C@H]2CN(C[C@H](C2)C2=CC=C(C=C2)OCCCCCO)C